4-(tert-butyl)-N-((4-(tert-butyl)phenyl)sulfonyl)-N-(1-(2,5-dimethoxyphenyl)-5-methyl-1H-1,2,3-triazol-4-yl)benzenesulfonamide C(C)(C)(C)C1=CC=C(C=C1)S(=O)(=O)N(C=1N=NN(C1C)C1=C(C=CC(=C1)OC)OC)S(=O)(=O)C1=CC=C(C=C1)C(C)(C)C